4-(2,3,4-trichloro-6-hydroxyphenyl)piperidine-2-carboxamide ClC1=C(C(=CC(=C1Cl)Cl)O)C1CC(NCC1)C(=O)N